C(C)(C)(C)OC(=O)N1CCC(=CC1)C1=CC(=CC(=C1)F)F 4-(3,5-difluorophenyl)-3,6-dihydro-2H-pyridine-1-carboxylic acid tert-butyl ester